ClC1=CC(=C(S1)C1=NC=C(C(=N1)C)O[C@@H]1C[C@H](CCC1)C(=O)OC)CNC1=NC=CC(=N1)OC1CC1 methyl (1S,3S)-3-((2-(5-chloro-3-(((4-cyclopropoxypyrimidin-2-yl)amino)methyl)thiophen-2-yl)-4-methylpyrimidin-5-yl) oxy)cyclohexane-1-carboxylate